2-(4-amino-4-phenylpiperidin-1-yl)-5-(3,4-dichloro-2-methyl-2H-indazole-5-yl)-7H-pyrrolo[2,3-d]pyrimidine-4-carboxamide NC1(CCN(CC1)C=1N=C(C2=C(N1)NC=C2C2=C(C1=C(N(N=C1C=C2)C)Cl)Cl)C(=O)N)C2=CC=CC=C2